(S)-1,2,4a,5-tetrahydropyrazino[1,2-d]Pyrido[2,3-b][1,4]Oxazine C1CN=C[C@@H]2N1C1=C(OC2)N=CC=C1